(R,S)-4-(3-(2-(1H-pyrrolo[2,3-b]pyridin-3-yl)thiazol-4-yl)phenyl)-5,6-dihydro-4H-cyclopenta[d]thiazol-4-ol N1C=C(C=2C1=NC=CC2)C=2SC=C(N2)C=2C=C(C=CC2)[C@@]2(CCC1=C2N=CS1)O